C(C)(C)(C)[Si](C)(C)OCCCCC=C tert-butyl(hex-5-en-1-yloxy)dimethylsilan